C1(CCC1)OCC#CC1=NC=2N(C(N(C(C2N1CC1=CC=C(C=C1)F)=O)CCCCO)=O)C (3-Cyclobutoxyprop-1-yn-1-yl)-7-(4-fluorobenzyl)-1-(4-hydroxybutyl)-3-methyl-3,7-dihydro-1H-purine-2,6-dione